FC(C)(F)C1(CC1)C#CC1=C2CCCN(C2=CC=N1)C1=NC=2N(C3=C1C(=CN=C3)F)C(=NN2)C 5-(5-((1-(1,1-difluoroethyl)cyclopropyl)ethynyl)-3,4-dihydro-1,6-naphthyridin-1(2H)-yl)-6-fluoro-1-methylpyrido[4,3-e][1,2,4]triazolo[4,3-a]pyrimidine